FC1(CCN(CC1)CC(C)C)C(=O)NC=1N=CC2=CC=C(C=C2C1)C=1C=NN2C1CN(CC2)CCF 4-fluoro-N-(6-(5-(2-fluoroethyl)-4,5,6,7-tetrahydropyrazolo[1,5-a]pyrazin-3-yl)isoquinolin-3-yl)-1-isobutylpiperidine-4-carboxamide